2-(4-chloro-[2,4'-bipyrimidin]-2'-yl)-5-methoxyisoindoline ClC1=NC(=NC=C1)C1=NC(=NC=C1)N1CC2=CC=C(C=C2C1)OC